OCCCC(C(C)=O)C(C)=O 3-(3-Hydroxy-propyl)-pentane-2,4-dione